1-(6-((4-(6-(aziridin-1-yl)-1H-indazol-4-yl)-1H-1,2,3-triazol-1-yl)methyl)-1H-indol-2-yl)-N-((3-fluoro-bicyclo[1.1.1]pent-1-yl)methyl)methylamine N1(CC1)C1=CC(=C2C=NNC2=C1)C=1N=NN(C1)CC1=CC=C2C=C(NC2=C1)CNCC12CC(C1)(C2)F